ethyl meta-toluate C1(=CC(=CC=C1)C(=O)OCC)C